7-(3-pyrrolidin-1-ylpropoxy)-3H-1,3-benzoxazol-2-one N1(CCCC1)CCCOC1=CC=CC=2NC(OC21)=O